N-{2-Chloro-4-[(5-chloro-thiophen-2-ylmethyl)-amino]-phenyl}-butyramide ClC1=C(C=CC(=C1)NCC=1SC(=CC1)Cl)NC(CCC)=O